S1C2=C(C(=C1)C1=NN(N=C1)CC)C=CC=C2 4-(Benzo[b]thiophen-3-yl)-2-ethyl-2H-1,2,3-triazole